OC1(CC1)CC1=CC(=C2C=3[C@@]45[C@H]([C@@H](CC[C@]4([C@@H](CC13)NCC5)O)N(C(=O)[C@@H]5[C@H](C5)C5=CSC=C5)C)O2)O 1-hydroxylcyclopropylmethyl-4,5α-epoxy-3,14β-dihydroxy-6β-((1S,2S)-N-methyl-2-(3-thienyl)-cyclopropanecarboxamido)morphinan